C(CCCCCCC\C=C\CC)O E-9-dodecenyl alcohol